5-(1-(4-methoxybenzyl)-1H-imidazol-4-yl)-2-methylpyridine COC1=CC=C(CN2C=NC(=C2)C=2C=CC(=NC2)C)C=C1